C(C)(C)(C)OC(=O)N1C(COCCC1)C1=C(C=C(C=C1)NC1COC1)Cl 3-[2-chloro-4-(oxetan-3-ylamino)phenyl]-1,4-oxazepan-4-carboxylic acid tert-butyl ester